2-methyl-5-phenyl-3-furyl isocyanate CC=1OC(=CC1N=C=O)C1=CC=CC=C1